COC1=C(OC2=NC=C(C=C2C(=O)NC=2CC(C=CC2)=NS(=O)(=O)C)C(F)(F)F)C=CC(=C1)OC 2-(2,4-dimethoxyphenoxy)-N-[3-(methylsulfonylimino)phenyl]-5-(trifluoromethyl)pyridine-3-carboxamide